ethyl 2,6,6-trimethylcyclohexa-1,3-diene-1-carboxylate CC1=C(C(CC=C1)(C)C)C(=O)OCC